O1C[C@@H](CC1)N1N=CC=2C=NC(=CC21)C(=O)N 1-((R)-tetrahydrofuran-3-yl)-1H-pyrazolo[4,3-c]Pyridine-6-carboxamide